C(CC(O)(C(=O)O)CC(=O)O)(=O)O.C=O methanone citrate salt